C(C)(C)(C)N[C@@H]1CN(CC1)C=1C=C2C=CC(=NC2=CN1)C1=CC2=C(N=C(O2)C)C(=C1OCOC)C (3S)-N-tert-butyl-1-{2-[5-(methoxymethoxy)-2,4-dimethyl-1,3-benzoxazol-6-yl]-1,7-naphthyridin-6-yl}pyrrolidin-3-amine